2-(3-((2-((3-methoxy-4-(2-oxa-6-azaspiro[3.3]heptan-6-yl)phenyl)amino)-5-methylthieno[2,3-d]pyrimidin-4-yl)amino)phenyl)propan-2-ol COC=1C=C(C=CC1N1CC2(COC2)C1)NC=1N=C(C2=C(N1)SC=C2C)NC=2C=C(C=CC2)C(C)(C)O